CC1(OB(OC1(C)C)C12CN(CC2C1)C(=O)[O-])C 1-(4,4,5,5-tetramethyl-1,3,2-dioxaborolan-2-yl)-3-azabicyclo[3.1.0]hexane-3-carboxylate